2-amino-N-{(1S,2S)-2-[(4'-{2-[4-(2-hydroxyethyl)piperazin-1-yl]propan-2-yl}[1,1'-biphenyl]-4-yl)methoxy]cyclopentyl}-5-(1-methyl-1H-pyrazol-4-yl)pyridine-3-carboxamide NC1=NC=C(C=C1C(=O)N[C@@H]1[C@H](CCC1)OCC1=CC=C(C=C1)C1=CC=C(C=C1)C(C)(C)N1CCN(CC1)CCO)C=1C=NN(C1)C